BrC=1C(C(=C(N(C1C)C)C)C(=O)NC1=CC(=C(C=C1)OC1=CC=NC2=CC(=C(N=C12)OC)O)F)=O 5-bromo-N-(3-fluoro-4-((7-hydroxy-6-methoxy-1,5-naphthyridin-4-yl)oxy)phenyl)-1,2,6-trimethyl-4-oxo-1,4-dihydropyridine-3-carboxamide